(R)-9-oxo-8-(5-((1S,2S)-2-(trifluoromethyl)cyclohexyl)thiazol-2-yl)octahydro-2H-pyrazino[1,2-a]pyrazine-2-carbonitrile O=C1N(CCN2[C@@H]1CN(CC2)C#N)C=2SC(=CN2)[C@@H]2[C@H](CCCC2)C(F)(F)F